FC1=C(CN2[C@@H](C[C@@](CC2)(C(=O)O)CC2=NC(=CC(=C2F)C)NC2=NNC(=C2)C)C)C=CC=C1F (2R,4R)-1-(2,3-difluorobenzyl)-4-((3-fluoro-4-methyl-6-((5-methyl-1H-pyrazol-3-yl)amino)pyridin-2-yl)methyl)-2-methylpiperidine-4-carboxylic acid